4-bromo-7,7-dimethyl-10-(piperidin-4-yl)indolo[1,2-a]quinazolin-5(7H)-one BrC=1C=2C(N=C3N(C2C=CC1)C1=CC(=CC=C1C3(C)C)C3CCNCC3)=O